ClC=1C(=C(C=C(C1)F)[C@H]1N=C(OC1)C)COC=1C=CC=C2C(=CC(=NC12)C)N1N=CC(=C1)F (R)-4-(3-chloro-5-fluoro-2-((4-(4-fluoro-1H-pyrazol-1-yl)-2-methylquinolin-8-yloxy)methyl)phenyl)-2-methyl-4,5-dihydro-oxazole